CN(CCNC(=O)C=1C=NC(=C(C1)C1=CC(=CC=C1)F)OC1=CC=C(C=C1)C(F)(F)F)C N-[2-(dimethylamino)ethyl]-5-(3-fluorophenyl)-6-[4-(trifluoromethyl)phenoxy]pyridine-3-carboxamide